3,4,6-trichloro-5-(2,5-dichloro-phenoxy)-phthalonitrile ClC1=C(C(C#N)=C(C(=C1Cl)OC1=C(C=CC(=C1)Cl)Cl)Cl)C#N